N-(5-(5-((1R,2S)-2-fluorocyclopropyl)-1,2,4-oxadiazol-3-yl)-2-methylphenyl)-5-isopropoxypyrazolo[1,5-a]pyridine-3-carboxamide F[C@@H]1[C@H](C1)C1=NC(=NO1)C=1C=CC(=C(C1)NC(=O)C=1C=NN2C1C=C(C=C2)OC(C)C)C